ClC1=CC=C(C=C1)C#CC(=O)C1=CC=CC=C1 3-(4-chlorophenyl)-1-phenylprop-2-yn-1-one